ClC1=CC(=C(C=C1)C1=CC=C2CCNC(C2=C1)=O)F 7-(4-chloro-2-fluorophenyl)-3,4-dihydroisoquinolin-1(2H)-one